C(C)(C)(C)OC(=O)N1CCC(CC1)(O)CN1[C@H](CN(CC1)C(=O)OCC1=CC=CC=C1)C benzyl (3S)-4-[(1-tert-butoxycarbonyl-4-hydroxy-4-piperidyl)methyl]-3-methyl-piperazine-1-carboxylate